4-[2-tert-butoxyethyl-[4-(5,6,7,8-tetrahydro-1,8-naphthyridin-2-yl)butyl]amino]-2-[(4-phenyltetrahydropyran-4-carbonyl)amino]butanoic acid C(C)(C)(C)OCCN(CCC(C(=O)O)NC(=O)C1(CCOCC1)C1=CC=CC=C1)CCCCC1=NC=2NCCCC2C=C1